C(C)(C)(C)OC(=O)N(C1=NC=CC2=CC=C(C=C12)N1N=C(C=C1C(=O)O)C(F)(F)F)C(=O)OC(C)(C)C 1-(1-(bis(tert-butoxycarbonyl)amino)isoquinolin-7-yl)-3-(trifluoromethyl)-1H-pyrazol-5-carboxylic acid